FC(OC1=CC=CC2=CN([C@H]3C=4N(C(=C21)C3)C3=C(N4)C=CC(=C3)C#CCCN(C)C)C([2H])([2H])[2H])F (7R,14R)-1-(difluoromethoxy)-11-(4-(dimethylamino)but-1-yn-1-yl)-6-(methyl-d3)-6,7-dihydro-7,14-methanobenzo[f]benzo[4,5]imidazo[1,2-a][1,4]diazocin